tert-butyl 3-(2-(8-fluoro-2-methylimidazo[1,2-a]pyridin-6-yl)-4-oxo-4H-pyrido[1,2-a][1,3,5]triazin-7-yl)-3,8-diazabicyclo[3.2.1]octane-8-carboxylate FC=1C=2N(C=C(C1)C=1N=C3N(C(N1)=O)C=C(C=C3)N3CC1CCC(C3)N1C(=O)OC(C)(C)C)C=C(N2)C